IC1=NN2C(C=CC(=C2)C=2C=NN(C2)C)=C1 iodo-6-(1-methyl-1H-pyrazol-4-yl)pyrazolo[1,5-a]pyridine